(R)-1-(1-(3-([1,1'-biphenyl]-2-ylethynyl)-1H-indazole-5-carbonyl)pyrrolidin-3-yl)-N-methylpiperidine-4-carboxamide C1(=C(C=CC=C1)C#CC1=NNC2=CC=C(C=C12)C(=O)N1C[C@@H](CC1)N1CCC(CC1)C(=O)NC)C1=CC=CC=C1